ClC=1C=C(C=CC1F)N(C(=O)[C@H]1N(C[C@H](C1)C#N)C1=NC(=CC(=C1)C(F)(F)F)C)C (2S,4S)-N-(3-chloro-4-fluorophenyl)-4-cyano-N-methyl-1-[6-methyl-4-(trifluoromethyl)pyridin-2-yl]pyrrolidine-2-carboxamide